2-Bromo-N-(4-cyanophenyl)acrylamide BrC(C(=O)NC1=CC=C(C=C1)C#N)=C